ClC1=CN(C2=NC(=C(C=C21)C(=O)NC(CC2=CC=CC=C2)(CC(F)(F)F)C)OC)C 3-chloro-6-methoxy-1-methyl-N-(4,4,4-trifluoro-2-methyl-1-phenylbutan-2-yl)-1H-pyrrolo[2,3-b]pyridine-5-carboxamide